C(C)(C)(C)[Si](C(C)(C)C)C tert-butyl-methyl-tert-butyl-silicon